CC(CCCCCC(=O)N(CCOOC)CCOOC)C 7-methyl-N,N-bis(2-(methyl-peroxy)ethyl)octanamide